(4-(methoxycarbonyl)-2-methylphenyl)boronic acid COC(=O)C1=CC(=C(C=C1)B(O)O)C